CC1=CC=C(CN2C=3N(C4=C(C2=O)CNCC4)C=CN3)C=C1 4-(4-methylbenzyl)-6,7,8,9-tetrahydroimidazo[1,2-a]pyrido[3,4-e]pyrimidin-5(4H)-one